C1(CCCCC1)C1=C(N=C(N1C(=O)N)OC)C1COCC1 Cyclohexyl-2-methoxy-4-(tetrahydrofuran-3-yl)-1H-imidazole-1-carboxamide